C(C(=O)OC1=C(C=C(C(=C1C(=O)OCCCCC)Cl)Cl)Cl)(=O)OC1=C(C=C(C(=C1C(=O)OCCCCC)Cl)Cl)Cl bis(2,4,5-trichloro-6-pentoxycarbonyl phenyl) oxalate